(4-(4-fluorophenyl)-7-hydroxy-3-(1-methoxypropan-2-yl)quinolin-2-yl)-L-alanine FC1=CC=C(C=C1)C1=C(C(=NC2=CC(=CC=C12)O)N[C@@H](C)C(=O)O)C(COC)C